1-(9H-fluoren-9-yl)-3,12-dioxo-2,7,10,16,19-pentaoxa-4,13-diazahenicosan-21-oic acid C1=CC=CC=2C3=CC=CC=C3C(C12)COC(NCCOCCOCC(NCCOCCOCC(=O)O)=O)=O